Cl.C(C(=C)C)(=O)OOCCN aminoethoxy methacrylate hydrochloride